N[C@H](C(=O)NC=1C=NN(C1)CC=1N=NN(C1)CC(F)(F)F)C(C1CC1)C1CC1 (2S)-2-amino-3,3-dicyclopropyl-N-[1-[[1-(2,2,2-trifluoroethyl)triazol-4-yl]methyl]pyrazol-4-yl]propanamide